ClC=1C=C(OCC[C@@H](C(=O)O)C)C=CC1C=1N(C2=NC=NC(=C2N1)OC1(CC1)C)CC1=C(C=CC(=C1)C(F)(F)F)OC (S)-4-(3-chloro-4-(9-(2-methoxy-5-(trifluoromethyl)benzyl)-6-(1-methylcyclopropoxy)-9H-purin-8-yl)phenoxy)-2-methylbutanoic acid